Cl.C12CC(CC(CC1)N2)N(C=2SC=1N=C(N=CC1N2)C2=CC1=CN(N=C1C(=C2)C#N)C)C 5-{2-[(3-exo)-8-Azabicyclo[3.2.1]oct-3-yl(methyl)amino][1,3]thiazolo[5,4-d]pyrimidin-5-yl}-2-methyl-2H-indazol-7-carbonitril-Hydrochlorid